ClC=1C(=C(C(=CC1)F)C(=O)C12CCC(CC1)(C2)F)F (3-chloro-2,6-difluorophenyl)(4-fluoro-bicyclo[2.2.1]hept-1-yl)methanone